N1=C(N=CC=C1)C=1C(=NC=CN1)C(C)=O 1-(3-pyrimidin-2-yl-pyrazin-2-yl)-ethanone